2,6-dimethoxy-4-[5-(1-methylpyrazol-4-yl)benzimidazol-1-yl]-N-[(1-methylpyrazol-3-yl)methyl]benzamide COC1=C(C(=O)NCC2=NN(C=C2)C)C(=CC(=C1)N1C=NC2=C1C=CC(=C2)C=2C=NN(C2)C)OC